BrC1=C(C=CC(=N1)N)Cl 6-bromo-5-chloro-pyridin-2-amine